butyl(di-1-adamantyl)phosphine C(CCC)P(C12CC3CC(CC(C1)C3)C2)C23CC1CC(CC(C2)C1)C3